NC1=C(C(=O)NC2CC(C2)O)C=C(C=N1)C1=C(C=C(C=C1)NC([C@@H](O)C1=CC(=CC(=C1)F)F)=O)C (S)-2-amino-5-(4-(2-(3,5-difluorophenyl)-2-hydroxyacetamido)-2-methylphenyl)-N-(3-hydroxycyclobutyl)nicotinamide